N-(1-(2-methoxyphenyl)-3-methyl-1H-pyrazolo[3,4-b]pyridin-5-yl)acrylamide COC1=C(C=CC=C1)N1N=C(C=2C1=NC=C(C2)NC(C=C)=O)C